(R)-3-(3',5'-difluoro-[1,1'-biphenyl]-3-yl)isoxazolidin FC=1C=C(C=C(C1)F)C1=CC(=CC=C1)[C@@H]1NOCC1